ethylene carbonate, lithium salt [Li].C1(OCCO1)=O